1-(6-{[3-(2-hydroxypropan-2-yl)azetidin-1-yl]methyl}-2-imino-3H-1,3-benzodiazol-1-yl)-2-methylpropan-2-ol OC(C)(C)C1CN(C1)CC=1C=CC2=C(N(C(N2)=N)CC(C)(O)C)C1